(S)-1-(4,6-bis(trifluoromethyl)pyridin-2-yl)-N-(4-bromophenyl)-N-methylpyrrolidine-2-carboxamide FC(C1=CC(=NC(=C1)C(F)(F)F)N1[C@@H](CCC1)C(=O)N(C)C1=CC=C(C=C1)Br)(F)F